2-((1r,2r)-1-(2-cyanophenyl)-1-(3,5-difluorophenyl)propan-2-yl)-5-hydroxy-N-(isoxazol-4-yl)-1-methyl-6-oxo-1,6-dihydropyrimidine-4-carboxamide C(#N)C1=C(C=CC=C1)[C@H]([C@@H](C)C=1N(C(C(=C(N1)C(=O)NC=1C=NOC1)O)=O)C)C1=CC(=CC(=C1)F)F